3-fluoro-2,2-bis(trifluoromethyl)oxirane FC1C(O1)(C(F)(F)F)C(F)(F)F